(4-(methylthio)phenyl)naphtho[2,1-b]furan CSC1=CC=C(C=C1)C=1C2=C(OC1)C=CC1=CC=CC=C12